N-[4-chloro-2-[[(1S)-3-(cyclopropylamino)-1-[[(3S,5R)-5-methyl-2-oxo-pyrrolidin-3-yl]methyl]-2,3-dioxo-propyl]carbamoyl]phenyl]-3-(trifluoromethyl)bicyclo[1.1.1]pentane-1-carboxamide ClC1=CC(=C(C=C1)NC(=O)C12CC(C1)(C2)C(F)(F)F)C(N[C@H](C(C(=O)NC2CC2)=O)C[C@H]2C(N[C@@H](C2)C)=O)=O